BrC=1C=C(C=CC1)C=1N(C(=C(N1)C1=NC2=C(N1C)C=C1C(=C2)OC(C(O1)(F)F)(F)F)S(=O)(=O)CC)C 2-[2-(3-Bromophenyl)-5-(ethylsulfonyl)-1-methyl-1H-imidazol-4-yl]-6,6,7,7-tetrafluoro-1-methyl-6,7-dihydro-1H-[1,4]dioxino[2,3-f]benzimidazol